6-[(2-aminoethyl)amino]pyridine-3-carboxylic acid NCCNC1=CC=C(C=N1)C(=O)O